2,6-bis(N-pyrazolyl)pyridine N1(N=CC=C1)C1=NC(=CC=C1)N1N=CC=C1